FC1CNCC(C1C(=O)[O-])C(=O)NN 3-fluoro-5-(hydrazinecarbonyl)piperidine-4-carboxylate